C(C1CO1)OC(C(=C)C)=O.C(C=C)(=O)O acrylic acid glycidyl-methacrylate